2-((3-phenylisoxazol-5-yl)methyl)oxazole-4-carboxylic acid C1(=CC=CC=C1)C1=NOC(=C1)CC=1OC=C(N1)C(=O)O